BrC=1C=C(C=CC1NC1=NC=C(C=C1)S(F)(F)(F)(F)F)S(=O)(=O)N(C)CC1=CC=C(C=C1)OC 3-bromo-N-(4-methoxybenzyl)-N-methyl-4-((5-(Pentafluoro-λ6-sulfanyl)pyridin-2-yl)amino)benzenesulfonamide